[Br-].C(=C)C=1N=C(NC1)CCCCCC vinyl-hexyl-imidazole bromide salt